methyl 3-[4-(3-chloro-4-hydroxy-6-methyl-2-oxo-1-pyridyl)-5-methyl-2-pyridyl]-2-fluoro-benzoate ClC=1C(N(C(=CC1O)C)C1=CC(=NC=C1C)C=1C(=C(C(=O)OC)C=CC1)F)=O